COC=1C=C(CN2C(=NC=3C2=NC=C(C3)C=3C=NN(C3)C)N)C=CC1OCC1=CC=C(C=C1)C(C(F)(F)F)(F)F 3-(3-methoxy-4-((4-(perfluoroethyl)benzyl)oxy)benzyl)-6-(1-methyl-1H-pyrazol-4-yl)-3H-imidazo[4,5-b]pyridin-2-amine